2,7-dihydroxynaphthalene-3,6-disulfonate OC1=CC2=CC(=C(C=C2C=C1S(=O)(=O)[O-])S(=O)(=O)[O-])O